3-(4-methyl-6-(4-(((S)-morpholine-2-yl)methyl)piperazin-1-yl)-1-oxophthalazin-2(1H)-yl)piperidine-2,6-dione CC1=NN(C(C2=CC=C(C=C12)N1CCN(CC1)C[C@@H]1CNCCO1)=O)C1C(NC(CC1)=O)=O